Tert-butyl (6-(3,3-difluoro-1-(pyridin-2-yl)cyclobutane-1-carbonyl)pyridin-3-yl)carbamate FC1(CC(C1)(C(=O)C1=CC=C(C=N1)NC(OC(C)(C)C)=O)C1=NC=CC=C1)F